Trans-2-((8-butyl-1-oxaspiro[4.5]decan-2-yl)oxy)ethan-1-ol C(CCC)C1CCC2(CCC(O2)OCCO)CC1